FC(OC1=CC(=C(C(=C1)C(C)C)NC(=O)N=[S@@](=O)(N)C=1SC(=CC1C)C(C)(C)O)C(C)C)F (S)-N'-(4-(difluoromethoxy)-2,6-diisopropylphenyl-carbamoyl)-5-(2-hydroxypropan-2-yl)-3-methylthiophene-2-sulfonimidamide